F[C@H]1C[C@H](CNC1)SC1=CC(=C(N=N1)C1=C(C=C(C=C1)C(F)(F)F)O)C 2-(6-(((3R,5S)-5-fluoropiperidin-3-yl)thio)-4-methylpyridazin-3-yl)-5-(trifluoromethyl)phenol